OC=1C=CC(=NC1)C(=O)N 5-hydroxypyridinamide